C(C)(C)(C)C1=CC=C(C=C1)NC1=CC2=C(OC3=C2C=CC=C3)C=C1 N-(4-tert-butylphenyl)dibenzo[b,d]Furan-2-amine